BrC1=C(N(C(=C1)C)C1CC1)C#N bromo-1-cyclopropyl-5-methyl-pyrrole-2-carbonitrile